C1(=CC(=CC(=C1)C)C)P(C1=C(C2=C(OCO2)C=C1)C1=C(C=CC=2OCOC21)P(C2=CC(=CC(=C2)C)C)C2=CC(=CC(=C2)C)C)C2=CC(=CC(=C2)C)C 5,5'-bis[di(3,5-xylyl)phosphino]-4,4'-bi-1,3-benzodioxole